6-chloro-1-(2,2-difluoro-1-(tetrahydro-2H-pyran-4-yl)ethyl)-1H-pyrazolo[3,4-b]Pyrazine ClC1=CN=C2C(=N1)N(N=C2)C(C(F)F)C2CCOCC2